[3-[5,7-difluoro-2-(4-fluorophenyl)-1H-indol-3-yl]-1-methyl-cyclobutyl]-methylamine FC=1C=C2C(=C(NC2=C(C1)F)C1=CC=C(C=C1)F)C1CC(C1)(C)NC